C(C)(C)(C)OC(=O)N(C=1C=C2C=NN(C2=CC1C)C(=O)OC(C)(C)C)C1=NC(=NC=C1)C1=CC(=CC=C1)OCC(=O)NC(C)C tert-butyl 5-((tert-butoxycarbonyl)(2-(3-(2-(isopropylamino)-2-oxoethoxy)phenyl)pyrimidin-4-yl)amino)-6-methyl-1H-indazole-1-carboxylate